3-(4-(piperazin-1-yl)-1,3,5-triazin-2-yl)quinoline 2-propynyl-propyl-carbamat C(#CC)C(CNC(O)=O)C.N1(CCNCC1)C1=NC(=NC=N1)C=1C=NC2=CC=CC=C2C1